N(=C=S)C1=C2C(=C(NC2=CC=C1)C1=CC=CC=C1)C(C[N+](=O)[O-])C1=CC=CC=C1 4-isothiocyanato-3-(2-nitro-1-phenylethyl)-2-phenyl-1H-indole